IC=1C(=NN2C1CSCC2)COC2OCCCC2 iodo-2-(((tetrahydro-2H-pyran-2-yl)oxy)methyl)-6,7-dihydro-4H-pyrazolo[5,1-c][1,4]thiazine